O.C(C=C)(=O)O acrylic acid compound with water